C1(CC1)C1=NC=NC(=C1C=1N=CC2=C(N1)C=CN2COCC[Si](C)(C)C)OC(C)C 2-[[2-(4-cyclopropyl-6-isopropoxy-pyrimidin-5-yl)pyrrolo[3,2-d]pyrimidin-5-yl]methoxy]ethyl-trimethyl-silane